4-((1-(1-(3-fluorobenzyl)-1H-benzo[d]imidazol-2-yl)piperidin-4-yl)oxy)-7-(3-fluorophenyl)thieno[3,2-d]pyrimidine FC=1C=C(CN2C(=NC3=C2C=CC=C3)N3CCC(CC3)OC=3C2=C(N=CN3)C(=CS2)C2=CC(=CC=C2)F)C=CC1